2-((2S,4S)-1-(but-2-ynoyl)-4-(8-chloro-7-(2,3-dichlorophenyl)-4-(3-(dimethylamino)azetidin-1-yl)-6-fluoro-1H-pyrazolo[4,3-c]quinolin-1-yl)piperidin-2-yl)acetonitrile C(C#CC)(=O)N1[C@@H](C[C@H](CC1)N1N=CC=2C(=NC=3C(=C(C(=CC3C21)Cl)C2=C(C(=CC=C2)Cl)Cl)F)N2CC(C2)N(C)C)CC#N